iodotrimethylbenzene bis(3-methoxypropionate) COCCC(=O)O.COCCC(=O)O.IC1=C(C(=C(C=C1)C)C)C